C(C1=CC=CC=C1)OC(=O)[C@H]1N(C[C@H](C1)F)CCCl (2S,4S)-1-(2-chloroethyl)-4-fluoropyrrolidine-2-carboxylic acid benzyl ester